C(CCCCCCCCCCCC)C(CCCCCCCCCCCCC)NCCNCCNCCNC(CCCCC)CCCCCCCCCCCCC 14,25-ditridecyl-15,18,21,24-tetraaza-triacontane